C(C1=CC=CC=C1)OC1=CC=C(C=C1)C[C@@H](C(=O)OC)NC(CC1CCN(CC1)C(=O)OC(C)(C)C)=O tert-Butyl (S)-4-(2-((3-(4-(benzyloxy)phenyl)-1-methoxy-1-oxopropan-2-yl)amino)-2-oxoethyl)piperidine-1-carboxylate